2-Trifluoromethylphenylpropyl sulfide FC(C1=C(C=CC=C1)CCCSCCCC1=C(C=CC=C1)C(F)(F)F)(F)F